C(C)(=O)NC1=CC=C(C=C1)C1=CC=C(C=C1)CCC(=O)O 3-(4'-acetamido-[1,1'-biphenyl]-4-yl)propionic acid